C(N)(=O)C=1CN(C=CC(C1)(F)F)C(=O)OC(C)(C)C Tert-butyl 3-carbamoyl-5,5-difluoroazepine-1-carboxylate